5-(2-fluoro-6-hydroxy-3-(3-(pyridin-3-ylethynyl)-1H-pyrazol-5-yl)phenyl)-1,2,5-thiadiazolidin-3-one 1,1-dioxide FC1=C(C(=CC=C1C1=CC(=NN1)C#CC=1C=NC=CC1)O)N1CC(NS1(=O)=O)=O